C(=O)(OC(C)(C)C)N[C@@H]([C@@H](O)C)C(=O)O N-BOC-(L)-allothreonine